methyl (2S)-5,5-dimethyl-2-[[2-[3-[[5-[[1-[2-[2-(2-prop-2-ynoxyethoxy)ethoxy]acetyl]-4-piperidyl]oxy]-2-pyridyl]oxy]phenoxy] acetyl]amino]hexanoate CC(CC[C@@H](C(=O)OC)NC(COC1=CC(=CC=C1)OC1=NC=C(C=C1)OC1CCN(CC1)C(COCCOCCOCC#C)=O)=O)(C)C